ClC1=CC=C(C=C1)CCl 4-chloro-1-(chloromethyl)benzene